NCC1CCN(CC1)S(=O)(=O)NC 4-(aminomethyl)-N-methylpiperidine-1-sulfonamide